3,3-dioctyloxy-1-bromopropane C(CCCCCCC)OC(CCBr)OCCCCCCCC